N1C(=CC2=CC=CC=C12)CN1CCN(CC1)C1=NC=CC2=C1C=CO2 4-[4-(1H-indol-2-ylmethyl)piperazin-1-yl]furo[3,2-c]pyridine